C1(CCCCC1)NC=1SC=C(N1)C 2-(cyclohexylamino)-4-methyl-thiazol